NC=1C2=C(C(NN1)=O)N(C=C2C=2C=C(C(=NC2)CNC(C2=C(C=CC(=C2)F)OC)=O)F)C2CCCC2 N-((5-(4-amino-1-cyclopentyl-7-oxo-6,7-dihydro-1H-pyrrolo[2,3-d]pyridazin-3-yl)-3-fluoropyridin-2-yl)methyl)-5-fluoro-2-methoxybenzamide